4-(3-(4,4-difluorocyclohex-1-en-1-yl)-6-(3,5-dimethylisoxazol-4-yl)-1H-pyrrolo[3,2-b]pyridin-1-yl)-3,5-diethoxybenzoic acid FC1(CC=C(CC1)C1=CN(C=2C1=NC=C(C2)C=2C(=NOC2C)C)C2=C(C=C(C(=O)O)C=C2OCC)OCC)F